1-(2-(3-Fluoro-5-(trifluoromethyl)benzyl)pyridin-4-yl)-1H-pyrazol-4-carboxamid FC=1C=C(CC2=NC=CC(=C2)N2N=CC(=C2)C(=O)N)C=C(C1)C(F)(F)F